5-(2,4-Bis-benzyloxy-5-chloro-phenyl)-4-[3-(4-methyl-piperazin-1-yl)-phenyl]-isoxazole-3-carboxylic Acid Ethylamide C(C)NC(=O)C1=NOC(=C1C1=CC(=CC=C1)N1CCN(CC1)C)C1=C(C=C(C(=C1)Cl)OCC1=CC=CC=C1)OCC1=CC=CC=C1